tert-butyl 6-(6-(5-(1-acryloylpyrrolidin-3-yl)-6-methoxypyridin-3-yl)-7-(4-fluoro-2-(2-methoxyethoxy) phenyl) thieno[3,2-c]pyridin-4-yl)-3,4-dihydroisoquinoline-2(1H)-carboxylate C(C=C)(=O)N1CC(CC1)C=1C=C(C=NC1OC)C1=C(C2=C(C(=N1)C=1C=C3CCN(CC3=CC1)C(=O)OC(C)(C)C)C=CS2)C2=C(C=C(C=C2)F)OCCOC